9-(5-bromo-6-methoxy-2H-indazol-2-yl)-4-oxa-1-azaspiro[5.5]undecan-2-one BrC1=CC2=CN(N=C2C=C1OC)C1CCC2(COCC(N2)=O)CC1